C(C)N(C)CC1=C(C=CC(=N1)NC=1C=CC(=C2CNC(C12)=O)C1=CN=C2N1C=CC(=C2)F)[C@@H]2COCC2 (R)-7-((6-((ethyl(meth-yl)amino)meth-yl)-5-(tetrahydrofuran-3-yl)pyridin-2-yl)amino)-4-(7-fluoro-imidazo[1,2-a]pyridin-3-yl)isoindolin-1-one